OCCC(C)N(C)CC1=CC(=NC=C1)C=1C=C2CN(C(C2=CC1)=O)C1C(NC(CC1)=O)=O 3-(5-(4-(((4-hydroxybutan-2-yl)(methyl)amino)methyl)pyridin-2-yl)-1-oxoisoindolin-2-yl)piperidine-2,6-dione